1-[(4-methoxyphenyl)methyl]-3-(5-[5-(6-methoxypyridin-2-yl)-2H-pyrazol-3-yl]-1-oxo-3H-isoindol-2-yl)piperidine-2,6-dione COC1=CC=C(C=C1)CN1C(C(CCC1=O)N1C(C2=CC=C(C=C2C1)C=1NN=C(C1)C1=NC(=CC=C1)OC)=O)=O